COC=1C(=NC=CC1C1=NN(C=N1)C)NC1=C(N=NC(=C1)NC1=NC=CC(=C1)C)C(=O)NC([2H])([2H])[2H] 4-{[3-Methoxy-4-(1-methyl-1H-1,2,4-triazol-3-yl)pyridin-2-yl]amino}-N-(2H3)methyl-6-[(4-methylpyridin-2-yl)amino]pyridazin-3-carboxamid